2-amino-8-[trans-4-(2-hydroxyethoxy)cyclohexyl]-6-(6-methoxy-3-pyridyl)-4-methyl-pyrido[2,3-d]pyrimidin-7(8H)-one NC=1N=C(C2=C(N1)N(C(C(=C2)C=2C=NC(=CC2)OC)=O)[C@@H]2CC[C@H](CC2)OCCO)C